1-(4-(2-(4-bromophenyl)propan-2-yl)thiazol-2-yl)-3-((6-(piperazin-1-yl)pyrimidin-4-yl)methyl)urea BrC1=CC=C(C=C1)C(C)(C)C=1N=C(SC1)NC(=O)NCC1=NC=NC(=C1)N1CCNCC1